ClC1=C2C(=CNC2=C(C=C1)NS(=O)(=O)C=1C=NN(C1)CCCO)C#N N-(4-chloro-3-cyano-1H-indol-7-yl)-1-(3-hydroxypropyl)pyrazole-4-sulfonamide